5-bromo-1-[(4-methylphenyl)dioxy-λ6-sulfanyl]-3-(2-methylpyrazol-3-yl)pyrrolo[2,3-b]pyridine BrC=1C=C2C(=NC1)N(C=C2C=2N(N=CC2)C)[SH4]OOC2=CC=C(C=C2)C